(5S)-5-[[(R)-tert-butylsulfinyl]amino]-3-(tetrahydropyran-2-yloxymethyl)spiro[5,7-dihydro-cyclopenta[b]pyridine-6,4'-piperidine]-1'-carboxylic acid tert-butyl ester C(C)(C)(C)OC(=O)N1CCC2(CC1)[C@@H](C=1C(=NC=C(C1)COC1OCCCC1)C2)N[S@](=O)C(C)(C)C